2-{[6-(5-chloro-2-fluorophenyl)-4-{[(2,4-dimethoxyphenyl)methyl]amino}pyridazin-3-yl]methoxy}ethan-1-ol ClC=1C=CC(=C(C1)C1=CC(=C(N=N1)COCCO)NCC1=C(C=C(C=C1)OC)OC)F